morpholinolate stearate C(CCCCCCCCCCCCCCCCC)(=O)[O-].N1(CCOCC1)[O-]